Indium dichloride [Cl-].[Cl-].[In+2]